NC1=NC2=CC(=CC=C2C=C1)C=1C=NN(C1C1=C(C#N)C=CC=C1)C 2-(4-(2-aminoquinolin-7-yl)-1-methyl-1H-pyrazol-5-yl)benzonitrile